OC1=C(C=C(C=O)C=C1I)I 4-hydroxy-3,5-diiodobenzaldehyde